O(C1=CC=CC=C1)C1=CC2=C(C3=CC=CC=C3C(=C2C=C1)OCCCCCC)OCCCCCC 2-phenoxy-9,10-di(n-hexyloxy)anthracene